ClC=1C=CC2=C(C(CN(CC2)C(C(F)(F)F)=O)C)C1F 1-(8-chloro-9-fluoro-1-methyl-1,2,4,5-tetrahydro-3H-benzo[d]azepin-3-yl)-2,2,2-trifluoroethan-1-one